CN1C[C@@H](CC1)O (R)-1-methyl-3-hydroxypyrrolidine